C(C)NC(=O)C=1C(=CC(=NC1)NC1=NC=CC(=C1)C(=O)OC)NC1=C(C(=CC=C1)C1=NC=C(C=N1)F)OC methyl 2-{[5-(ethylcarbamoyl)-4-{[3-(5-fluoropyrimidin-2-yl)-2-methoxyphenyl]amino}pyridin-2-yl]amino}pyridine-4-carboxylate